(5-bromo-2-methyl-2H-1,2,3-triazol-4-yl)(6-(trifluoromethyl)-5,6,7,8-tetrahydroimidazo[1,2-a]pyridin-2-yl)methanol BrC=1C(=NN(N1)C)C(O)C=1N=C2N(CC(CC2)C(F)(F)F)C1